CN([C@@H](CNC(=O)N1CC2=CC=C(C=C2C1)F)C1=CSC=C1)C |r| rac-N-(2-(dimethylamino)-2-(thiophen-3-yl)ethyl)-5-fluoroisoindoline-2-carboxamide